N[C@@H]1CN(CCC1)C1=CC(=NC=C1C=1C=NN(C1)CC(F)(F)F)NC1=CC=C2C(=N1)N(N=C2)CC(F)F (S)-N-(4-(3-Aminopiperidin-1-yl)-5-(1-(2,2,2-trifluoroethyl)-1H-pyrazol-4-yl)pyridin-2-yl)-1-(2,2-difluoroethyl)-1H-pyrazolo[3,4-b]pyridin-6-amine